FC(C\C=C\C1=CC=CC=C1)(F)F (2z,3e)-1,1,1-trifluoro-4-phenylbut-3-en